OC1=CC=C(C=C1)C(C=CC1=C(C=CC=C1F)Br)=O 1-(4-hydroxyphenyl)-3-(2-bromo-6-fluorophenyl)-2-propen-1-one